The molecule is a flavonoid oxoanion resulting from the deprotonation of the hydroxy group at position 7 of myricetin 3-O-[(6-O-caffeoyl-beta-D-glucosyl)-(1->2)-alpha-L-rhamnoside]. The major species at pH 7.3. It is a conjugate base of a myricetin 3-O-[(6-O-caffeoyl-beta-D-glucosyl)-(1->2)-alpha-L-rhamnoside]. C[C@H]1[C@@H]([C@H]([C@H]([C@@H](O1)OC2=C(OC3=CC(=CC(=C3C2=O)O)O)C4=CC(=C(C(=C4)O)[O-])O)O[C@H]5[C@@H]([C@H]([C@@H]([C@H](O5)COC(=O)/C=C/C6=CC(=C(C=C6)O)O)O)O)O)O)O